copper-nickel sulfonium [SH3+].[Ni+2].[Cu+2]